4'-((8-((2-hydroxyethyl)amino)-1,3-dimethyl-2,6-dioxo-1,2,3,6-tetrahydro-7H-purin-7-yl)methyl)-[1,1'-biphenyl]-4-carbonitrile OCCNC1=NC=2N(C(N(C(C2N1CC1=CC=C(C=C1)C1=CC=C(C=C1)C#N)=O)C)=O)C